3-(cyclohex-1-en-1-yl)-7-methoxy-6-(4-methoxyphenyl)-2-phenyl-N-(1,2,4-triazin-3-yl)pyrazolo[1,5-a]pyrimidin-5-amine C1(=CCCCC1)C=1C(=NN2C1N=C(C(=C2OC)C2=CC=C(C=C2)OC)NC=2N=NC=CN2)C2=CC=CC=C2